2-[7-[(3-methyl-1-tetrahydropyran-2-yl-indazol-6-yl)amino]-1-oxo-isoindolin-2-yl]-N-[3-(trifluoromethyl)phenyl]acetamide CC1=NN(C2=CC(=CC=C12)NC=1C=CC=C2CN(C(C12)=O)CC(=O)NC1=CC(=CC=C1)C(F)(F)F)C1OCCCC1